4-(1-(7-fluoro-1-methyl-[1,2,4]triazolo[4,3-a]quinazolin-5-yl)-2,3,4,5-tetrahydro-1H-pyrido[3,4-b]azepin-6-yl)-2,2-dimethylbut-3-ynenitrile FC=1C=C2C(=NC=3N(C2=CC1)C(=NN3)C)N3C1=C(CCCC3)C(=CN=C1)C#CC(C#N)(C)C